2-fluoro-5-[3-fluoro-8-(morpholin-4-yl)imidazo[1,2-a]pyridin-6-yl]-4-methylaniline FC1=C(N)C=C(C(=C1)C)C=1C=C(C=2N(C1)C(=CN2)F)N2CCOCC2